3-((4-chlorophthalazin-1-yl)amino)cyclohexan-1-ol ClC1=NN=C(C2=CC=CC=C12)NC1CC(CCC1)O